1,4-butylene glycol terephthalate C(C1=CC=C(C(=O)O)C=C1)(=O)O.C(CCCO)O